(4'-FORMYL-BIPHENYL-4-YL)-ACETIC ACID C(=O)C1=CC=C(C=C1)C1=CC=C(C=C1)CC(=O)O